(4-amino-7-fluoroimidazo[1,5-a]quinoxalin-8-yl)((3aS,8bS)-6-(trifluoromethyl)-2,3,3a,8b-tetrahydro-1H-benzofuro[3,2-b]pyrrol-1-yl)methanone NC=1C=2N(C3=CC(=C(C=C3N1)F)C(=O)N1[C@@H]3[C@H](CC1)OC1=C3C=CC(=C1)C(F)(F)F)C=NC2